(Z)-1-acetyl-3-((3-p-fluorophenoxyphenyl)methylene)piperazine-2,5-dione C(C)(=O)N1C(/C(/NC(C1)=O)=C/C1=CC(=CC=C1)OC1=CC=C(C=C1)F)=O